ClC1=CC=C(C=C1)C#CC(C)=O 4-(4-chlorophenyl)-3-butyn-2-one